(1r,2s)-2-{3-[(5-methoxy-2-methylpyrimidin-4-yl)amino]-1H-indazol-6-yl}-1'-methyl-spiro[cyclopropane-1,3'-indol]-2'(1'H)-one COC=1C(=NC(=NC1)C)NC1=NNC2=CC(=CC=C12)[C@@H]1C[C@@]12C(N(C1=CC=CC=C21)C)=O